vinyl-diphenyl-methane C(=C)C(C1=CC=CC=C1)C1=CC=CC=C1